N-(2-aminoethyl)-2-((4S)-6-(4-chlorophenyl)-8-methoxy-1-methyl-4H-benzo[f][1,2,4]triazolo[4,3-a][1,4]diazepin-4-yl)acetamide NCCNC(C[C@H]1C=2N(C3=C(C(=N1)C1=CC=C(C=C1)Cl)C=C(C=C3)OC)C(=NN2)C)=O